Racemic-beta-hydroxy-propionaldehyde OCCC=O